FC1=NN(C=C1C#CC1CN=C2N1C1=CC=C(C=C1C(N2C([2H])([2H])C=2C=NN(C2)C)=O)S(=O)(=O)NC2(CC2)C)C 1-[2-(3-fluoro-1-methylpyrazol-4-yl)ethynyl]-N-(1-methylcyclopropyl)-4-[(1-methylpyrazol-4-yl)(2H2)methyl]-5-oxo-1H,2H-imidazo[1,2-a]quinazoline-7-sulfonamide